FC1=C(C=CC=C1F)CN1C(C(CC1=O)C1=CC=CC=C1)CC(=O)NS(=O)(=O)C 2-[1-[(2,3-difluorophenyl)methyl]-5-oxo-3-phenylpyrrolidin-2-yl]-N-methylsulfonylacetamid